N1C=CC2=C(C=CC=C12)CNC(=O)C1CCN(CC1)C(=O)C1=NNC(=C1)C1=CC(=NC=C1Cl)OC N-((1H-indol-4-yl)methyl)-1-(5-(5-chloro-2-methoxypyridin-4-yl)-1H-pyrazole-3-carbonyl)piperidine-4-carboxamide